C(C)(C)(C)OC(=O)N1CC=2N=C(N=C(C2CC1)N1C[C@@H](N(CC1)C(=O)OCC1=CC=CC=C1)CC#N)S(=O)(=O)C (S)-4-(4-((benzyloxy)carbonyl)-3-(cyanomethyl)piperazin-1-yl)-2-(methylsulfonyl)-5,8-dihydropyrido[3,4-d]pyrimidine-7(6H)-carboxylic acid tert-butyl ester